(R)-3-((tert-butyldimethylsilyl)oxy)-4,4-dimethyldihydrofuran-2(3H)-one [Si](C)(C)(C(C)(C)C)O[C@H]1C(OCC1(C)C)=O